FC1(OC2=C(O1)C=CC(=C2)C(=NO)N)F 2,2-difluoro-N'-hydroxy-1,3-benzodioxole-5-carboxamidine